N-methyl-3-((methylamino)methyl)pyridin-2-amine CNC1=NC=CC=C1CNC